2-(trifluoromethyl)tetrahydrofuran-3-carboxamide FC(C1OCCC1C(=O)N)(F)F